BrCCCCCCC=O 7-bromoheptanal